NC1=NC=2C=NC(=CC2C2=C1[C@H](OC2)C)C(=O)N(C)CC2=NC=C(C=C2)Br (3R)-4-amino-N-((5-bromo-2-pyridinyl)methyl)-N,3-dimethyl-1,3-dihydrofuro[3,4-c][1,7]naphthyridine-8-carboxamide